DIMETHYLAMINOAZETIDINAMIDE CN(C)C1N(CC1)C(=O)N